4'-Hydroxyvalerophenone OC1=CC=C(C=C1)C(CCCC)=O